3-chloro-4-isopropoxy-N-(4-(1-(2,2,2-trifluoroethyl)-1H-pyrazol-4-yl)quinolin-8-yl)benzamide ClC=1C=C(C(=O)NC=2C=CC=C3C(=CC=NC23)C=2C=NN(C2)CC(F)(F)F)C=CC1OC(C)C